2,4-dibenzyl-6-ethylaniline C(C1=CC=CC=C1)C1=C(N)C(=CC(=C1)CC1=CC=CC=C1)CC